(S)-N-(5-amino-6-methylpyridin-3-yl)-2-(1-cyclohexylpyrrolidin-2-yl)acetamide NC=1C=C(C=NC1C)NC(C[C@H]1N(CCC1)C1CCCCC1)=O